(S)-3-hydroxy-N-(1-(5-(3-isopropylphenyl)-1,3,4-oxadiazol-2-yl)ethyl)-4-methoxypicolinamide OC=1C(=NC=CC1OC)C(=O)N[C@@H](C)C=1OC(=NN1)C1=CC(=CC=C1)C(C)C